tert-butyl 2-[(3-amino-2-oxo-pyrazin-1-yl)methyl]-5-fluoro-indole-1-carboxylate NC=1C(N(C=CN1)CC=1N(C2=CC=C(C=C2C1)F)C(=O)OC(C)(C)C)=O